C(C)N(CC(C)O)C 1-(ethylmethylamino)-2-propanol